C(C)(C)(C)OC(NC=1SC=C(N1)CC(=O)N1CCC(CC1)N1CCC(CC1)(F)F)=O {4-[2-(4,4-difluoro-1,4'-bipiperidin-1'-yl)-2-oxoethyl]-1,3-thiazol-2-yl}carbamic acid tert-butyl ester